5,6-dimethyl-7-chloro-pyrazolo[1,5-a]pyrimidine CC1=NC=2N(C(=C1C)Cl)N=CC2